3,5-dimethylcatechol CC1=C(C(O)=CC(=C1)C)O